2,4'-difluorobiphenyl FC1=C(C=CC=C1)C1=CC=C(C=C1)F